BrC=1C=C(C(=NC1)OCCCN1C(CCCC1(C)C)(C)C)NS(=O)(=O)C=1C=NC(=CC1)C N-(5-Bromo-2-(3-(2,2,6,6-tetramethylpiperidin-1-yl)propoxy)pyridin-3-yl)-6-methylpyridine-3-sulfonamide